3-(4-(4-cyanobenzoyl)piperazin-1-yl)propylhexanoic acid C(#N)C1=CC=C(C(=O)N2CCN(CC2)CCCC(C(=O)O)CCCC)C=C1